11-ethyl-4-fluoro-2-(((2R,7aS)-2-fluorotetrahydro-1H-pyrrolizin-7a(5H)-yl)methoxy)-8,9-dihydro-11H-7-oxa-1,3,6,11-tetraazaspiro[cycloocta[de]naphthalene-10,3'-oxetan] C(C)N1C=2C=3C(=NC=C(C3N=C(N2)OC[C@]23CCCN3C[C@@H](C2)F)F)OCCC12COC2